COC(=O)C=1C=C2C(=CNC2=CC1)CC(C)N 3-(2-aminopropyl)-1H-indole-5-carboxylic acid methyl ester